NC1=C(C=C(C=C1)C=CC(C=CC1=CC(=C(C=C1)N)OC)=O)OC 1,5-bis(4-amino-3-methoxyphenyl)pentan-1,4-dien-3-one